O[C@H](CN(C(C1=CC=C(C=C1)C1=CN(C2=NC=C(N=C21)B2OC(C(O2)(C)C)(C)C)S(=O)(=O)C2=CC=C(C)C=C2)=O)C)C (S)-N-(2-hydroxypropyl)-N-methyl-4-(2-(4,4,5,5-tetramethyl-1,3,2-dioxaborolan-2-yl)-5-tosyl-5H-pyrrolo[2,3-b]pyrazin-7-yl)benzamide